2-(1-(3-(4-chlorophenyl)-4-oxo-3,4-dihydrophthalazin-1-yl)piperidin-3-yl)-2-methylpropanoic acid ClC1=CC=C(C=C1)N1N=C(C2=CC=CC=C2C1=O)N1CC(CCC1)C(C(=O)O)(C)C